ethyl P-(4-(5-(chlorodifluoromethyl)-1,2,4-oxadiazol-3-yl)-2-fluorobenzyl)-N-(2,4-difluorobenzyl)phosphonamidate ClC(C1=NC(=NO1)C1=CC(=C(CP(OCC)(=O)NCC2=C(C=C(C=C2)F)F)C=C1)F)(F)F